BrC=1C=C(C(=NC1)C#N)SCC 5-bromo-3-(ethylthio)cyanopyridine